CN1N=C(C=C1C)NC1=NC=C(C(=N1)C1=CNC2=C(C=CC=C12)N1C(C2=CC(=CC=C2C1)C1=CC=NC=C1)=O)C 2-(3-(2-((1,5-dimethyl-1H-pyrazol-3-yl)amino)-5-methylpyrimidin-4-yl)-1H-indol-7-yl)-6-(pyridin-4-yl)isoindolin-1-one